[Ir].[Ru].[Pd].[Pt] platinum-palladium-ruthenium-iridium